3-(4-(ethylsulfonamido)-3-((4-fluoro-benzyl)oxy)phenyl)-5-((6-(trifluoro-methyl)pyridin-2-yl)amino)-1H-pyrazole-4-carboxamide C(C)S(=O)(=O)NC1=C(C=C(C=C1)C1=NNC(=C1C(=O)N)NC1=NC(=CC=C1)C(F)(F)F)OCC1=CC=C(C=C1)F